CC1=C(C=C2CCCOC2=C1)NC(C)=O N-(7-Methylchroman-6-yl)acetamide